4-(2,2-difluoro-1,3-benzodioxol-4-yl)-1H-pyrrole-3-carbonitrile FC1(OC2=C(O1)C=CC=C2C=2C(=CNC2)C#N)F